O\N=C(/C(=O)O)\C1=CC=CC=C1 (Z)-2-hydroxyimino-2-phenyl-acetic acid